BrC1=C(OC2=C(O[C@@H](C(=O)OCC=C)OC)C=CC=C2)C=C(C(=C1)F)N1C(N(C(=CC1=O)C(F)(F)F)C)=O allyl (2S)-2-[2-[2-bromo-4-fluoro-5-[3-methyl-2,6-dioxo-4-(trifluoromethyl)pyrimidin-1-yl]phenoxy]phenoxy]-2-methoxy-acetate